O=C1NC(CCC1N1C(C2=CC=C(C=C2C1=O)N1CC(C1)N1CCN(CC1)C(=O)C1=CC=C(C=C1)N1CCC2(CCNC2C)CC1)=O)=O 8-(4-(4-(1-(2-(2,6-dioxopiperidin-3-yl)-1,3-dioxoisoindolin-5-yl)azetidin-3-yl)piperazine-1-carbonyl)phenyl)-1-methyl-2,8-diazaspiro[4.5]decan